tert-butyl (4-methylpiperidin-4-yl)methylcarbamate CC1(CCNCC1)CNC(OC(C)(C)C)=O